5,10-Methylen-(6R)-Tetrahydrofolat C1N2C=3C(NC(=NC3NC[C@@H]2CN1C1=CC=C(C(N[C@@H](CCC(=O)[O-])C(=O)O)=O)C=C1)N)=O